(3aR,4aR,6S,7aR,7bR)-7a-(benzyloxy)-6-fluoro-2,2-dimethyl-5-methylenehexahydro-3aH-cyclopenta[4,5]furo[2,3-d][1,3]dioxole C(C1=CC=CC=C1)O[C@]12[C@H](O[C@@H]3OC(O[C@@H]31)(C)C)C([C@H](C2)F)=C